COC=1C=C2C(CN3C(C2=CC1C1=NN(C=C1)C)=C(C=C3C(=O)N3[C@](CCC3)(C#N)C)C=3SC=CC3)C (R)-1-(8-methoxy-6-methyl-9-(1-methyl-1H-pyrazol-3-yl)-1-(thiophen-2-yl)-5,6-dihydropyrrolo[2,1-a]isoquinoline-3-carbonyl)-2-methylpyrrolidine-2-carbonitrile